OC1=CC=C2C=CC=C(C2=C1)C(=O)O 7-hydroxy-1-naphthoic acid